tris(3,3,3-trifluoropropyl)trimethylcyclotrisiloxane FC(CC[Si]1(O[Si](O[Si](O1)(C)CCC(F)(F)F)(C)CCC(F)(F)F)C)(F)F